(5-chloro-1,3-dimethyl-1H-pyrazol-4-yl)(2-fluorophenyl)methanone ClC1=C(C(=NN1C)C)C(=O)C1=C(C=CC=C1)F